C(CC)C=1OCCN1 2-propyl-oxazoline